ClC(C1=NC(=NO1)C1=CC=C(C=C1)P(NCC(C)(C)C)(=O)C)(F)F P-(4-(5-(chlorodifluoromethyl)-1,2,4-oxadiazol-3-yl)phenyl)-P-methyl-N-neopentylphosphinic amide